O=S1(CCC(CC1)OCCCCCCCCCC(=O)O)=O 10-((1,1-dioxotetrahydro-2H-thiopyran-4-yl)oxy)decanoic acid